1-(3-acetyl-3,6-diazabicyclo[3.1.1]heptan-6-yl)-4-(dimethylamino)-4-methylpent-2-yn-1-one C(C)(=O)N1CC2N(C(C1)C2)C(C#CC(C)(C)N(C)C)=O